FC1(CC(C1)OC=1C=C(C=NC1)CC(=O)NC1=CC=C(N=N1)CCCCN1N=NC(=C1)C(=O)NC)F 1-(4-(6-(2-(5-(3,3-difluorocyclobutoxy)pyridin-3-yl)acetamido)pyridazin-3-yl)butyl)-N-methyl-1H-1,2,3-triazole-4-carboxamide